C(C)(C)(C)OC(C1=CN=C(C=C1)CBr)=O 6-(bromomethyl)nicotinic acid tert-butyl ester